C(CCCCCC\C=C/C=C)=O (8Z)-8,10-undecadienal